CN(S(=O)(=O)C1=CC=C(C=C1)NC=1N=CC2=C(N1)N=C(C=C2C#C[Si](C(C)C)(C(C)C)C(C)C)N2C(N(CC21CCCC1)C)=O)C N,N-dimethyl-4-[(7-{3-methyl-2-oxo-1,3-diazaspiro[4.4]nonan-1-yl}-5-[2-(triisopropylsilyl)ethynyl]pyrido[2,3-d]pyrimidin-2-yl)amino]benzenesulfonamide